4-{[(3R)-1-methylpiperidin-3-yl]amino}pyrido[3,4-d]pyridazin CN1C[C@@H](CCC1)NC=1N=NC=C2C1C=NC=C2